5-(2-Chloro-6-fluorophenyl)-1-trityl-1H-indazol-3-amine ClC1=C(C(=CC=C1)F)C=1C=C2C(=NN(C2=CC1)C(C1=CC=CC=C1)(C1=CC=CC=C1)C1=CC=CC=C1)N